(8S)-5-(7H-pyrrolo[2,3-d]pyrimidin-4-yl)-5-azaspiro[2.5]octane-8-carboxylate N1=CN=C(C2=C1NC=C2)N2CC1(CC1)[C@H](CC2)C(=O)[O-]